ClCOC(=O)C1CC(CC(C1)C)C 3,5-dimethylcyclohexanecarboxylic acid chloromethyl ester